2-bromo-7-(1-methyl-1H-pyrazol-3-yl)pyrazolo[1,5-a]pyrimidine-5-carboxylic acid BrC1=NN2C(N=C(C=C2C2=NN(C=C2)C)C(=O)O)=C1